C(=O)(O)CC[P+](C1=CC=CC=C1)(C1=CC=CC=C1)C1=CC=CC=C1 2-carboxyethyl(triphenyl)phosphonium